FC=1C=C(C=CC1C)NC=1N=CC2=C(N1)N1C(C(=C2)C=2C=C(C=CC2C)NC(=O)C2=NC=CC(=C2)C(F)(F)F)=NCC1 N-(3-(2-((3-fluoro-4-methylphenyl)amino)-8,9-dihydroimidazo[1',2':1,6]pyrido[2,3-d]pyrimidin-6-yl)-4-methylphenyl)-4-(trifluoromethyl)pyridineamide